5,6-dichloro-N-(4-(piperidin-1-ylsulfonyl)benzyl)-1H-indole-1-carboxamide ClC=1C=C2C=CN(C2=CC1Cl)C(=O)NCC1=CC=C(C=C1)S(=O)(=O)N1CCCCC1